5-(8-(7-Acetyl-3-cyclopropyl-5,6,7,8-tetrahydroimidazo[1,5-a]pyrazin-1-yl)isoquinolin-3-yl)-N-(3-(2-(2,6-dioxopiperidin-3-yl)-1-oxoisoindolin-4-yl)prop-2-yn-1-yl)picolinamide C(C)(=O)N1CC=2N(CC1)C(=NC2C=2C=CC=C1C=C(N=CC21)C=2C=CC(=NC2)C(=O)NCC#CC2=C1CN(C(C1=CC=C2)=O)C2C(NC(CC2)=O)=O)C2CC2